NC1=CC(=C(C(=N1)C1=C(C=2N=C(N=C(C2C=N1)N1C[C@@](CCC1)(O)C)OC[C@H]1N(CCC1)C)F)C(F)(F)F)C (R)-1-(7-(6-amino-4-methyl-3-(trifluoromethyl)pyridin-2-yl)-8-fluoro-2-(((S)-1-methylpyrrolidin-2-yl)methoxy)pyrido[4,3-d]pyrimidin-4-yl)-3-methylpiperidin-3-ol